2-[1-[2-chloro-4-(2,4-dioxohexahydropyrimidin-1-yl)phenyl]-4-hydroxy-4-piperidyl]acetic acid hydrochloride Cl.ClC1=C(C=CC(=C1)N1C(NC(CC1)=O)=O)N1CCC(CC1)(O)CC(=O)O